Hexadecyl-coa C(CCCCCCCCCCCCCCC)SCCNC(CCNC([C@@H](C(COP(OP(OC[C@@H]1[C@H]([C@H]([C@@H](O1)N1C=NC=2C(N)=NC=NC12)O)OP(=O)(O)O)(=O)O)(=O)O)(C)C)O)=O)=O